FC=1C(=C(C=CC1F)[C@H]1[C@H](O[C@]([C@@H]1C)(C(F)(F)F)C)C(=O)NC1=CN=CC(=N1)C(=O)N)OC 6-[[(2S,3S,4R,5R)-3-(3,4-Difluoro-2-methoxy-phenyl)-4,5-dimethyl-5-(trifluoromethyl)tetrahydrofuran-2-carbonyl]amino]pyrazin-2-carboxamid